FC=1C=CC=2N(C(C=C(N2)C=2C=CC=3N(C2)C=C(N3)C)=O)C1 7-fluoro-2-(2-methylimidazo[1,2-a]pyridin-6-yl)-4H-pyrido[1,2-a]pyrimidin-4-one